propan-2-amine-d CC(C)N[2H]